FC1=CC=C(C=C1C1=C(C=CC=C1C)C)[C@H](CC(=O)OCC)NC(=O)NC=1C(N(C(=CC1O)C)C)=O Ethyl (S)-3-(6-Fluoro-2',6'-dimethylbiphenyl-3-yl)-3-(3-(4-hydroxy-1,6-dimethyl-2-oxo-1,2-dihydropyridin-3-yl)ureido)propanoat